ClC1=C(C=C2C(=C(\C(\C2=C1)=C/C1=CC=C(C=C1)OC1=CC=C(C=C1)F)C)CC(=O)O)F (E)-2-(6-Chloro-5-fluoro-1-(4-(4-fluorophenoxy)benzylidene)-2-methyl-1H-inden-3-yl)acetic acid